ClC=1C=CC2=C(SC=C2\C=C(\C(=O)OC)/C(C)=O)C1C#N Methyl (E)-2-((6-chloro-7-cyanobenzo[b]thiophen-3-yl) methylene)-3-oxobutanoate